CC(=CC=1C=NC=C(C(=O)NC=2SC3=C(N2)C=CC(=C3)C(=O)O)C1)C 2-(5-(2-methylprop-1-enyl)nicotinamido)benzo[d]thiazole-6-carboxylic acid